C(CCCCCC)OC(CCCCCN(CCCCCC(=O)OCCCCCCC)CCN(CCO)CCCCCC(=O)OCCCCCCC)=O Diheptyl-6,6'-((2-((6-(heptyloxy)-6-oxohexyl)(2-hydroxyethyl)amino)ethyl)azanediyl)dihexanoate